(E)-N-(2-butoxyphenyl)-3-(3,4-dimethoxyphenyl)acrylamide C(CCC)OC1=C(C=CC=C1)NC(\C=C\C1=CC(=C(C=C1)OC)OC)=O